O=C1C[C@](OC2=CC=CC=C12)(C(=O)OC)C#CC1=CC=C(C=C1)C(F)(F)F Methyl (R)-4-oxo-2-((4-(trifluoromethyl)phenyl)ethynyl)chromane-2-carboxylate